FC=1C=CC=C(CNC(O)=O)C1.O=S1(C=CN(C=C1)C(=O)C1=C(C=C(C=C1)NC(=O)C1CC1)N1N=C(C=C1C)C(F)(F)F)=O N-[4-(1,1-dioxo-1,4-thiazine-4-carbonyl)-3-[5-methyl-3-(trifluoromethyl)pyrazol-1-yl]phenyl]cyclopropanecarboxamide 5-fluorobenzylcarbamate